C1(CCC1)NNC(C1=C(C=C(C=C1)/C(=C/C(C(F)(F)F)C1=CC(=C(C(=C1)Cl)Cl)Cl)/F)C(F)(F)F)=O (Z)-N'-cyclobutyl-4-(1,4,4,4-tetrafluoro-3-(3,4,5-trichlorophenyl)but-1-en-1-yl)-2-(trifluoromethyl)benzoyl-hydrazine